2-(oct-7-en-1-yl)-1-tosylaziridine C(CCCCCC=C)C1N(C1)S(=O)(=O)C1=CC=C(C)C=C1